N-butyl-8-(4-methoxyphenyl)-1,6-naphthyridin-2-carboxamide C(CCC)NC(=O)C1=NC2=C(C=NC=C2C=C1)C1=CC=C(C=C1)OC